OC1CC2(C(N3C(O2)CCC3C=3C=NN(C3)C)=O)C1 3-hydroxy-5'-(1-methyl-1H-pyrazol-4-yl)tetrahydro-3'H-spiro[cyclobutane-1,2'-pyrrolo[2,1-b]oxazol]-3'-one